(2R,4aR,7R)-7-((Dimethylamino)methyl)-10-fluoro-11-(2-fluoro-6-hydroxyphenyl)-2-methyl-2,3,4,4a,6,7-hexahydro-8-Oxa-3,5a,9,12,13c-pentazanaphtho[3,2,1-de]anthracene-5(1H)-one CN(C)C[C@H]1OC=2N=C3C(=C(N=CC3=C3C2N(C1)C([C@H]1CN[C@@H](CN13)C)=O)C1=C(C=CC=C1O)F)F